C(=O)O.FC1=C(C=C(C=C1)F)[C@@H]1N(CCC1)C1=NC=2N(C=C1)N=CC2CCCCCCCCCCN2CCC(CC2)C2=CC=C(NC1C(NC(CC1)=O)=O)C=C2 |r| 3-[4-[1-[10-[5-[rac-(2R)-2-(2,5-difluorophenyl)pyrrolidin-1-yl]pyrazolo[1,5-a]pyrimidin-3-yl]decyl]-4-piperidyl]anilino]piperidine-2,6-dione formate